6-fluoro-1-methyl-5-nitroindazole FC1=C(C=C2C=NN(C2=C1)C)[N+](=O)[O-]